FC1=C(C=C(C=C1)NC(=O)N1CC=2C(=NN3C2C=2C(CC(C3)=C)=CON2)CC1)C(F)(F)F N-(4-fluoro-3-(trifluoro-methyl)phenyl)-5-methylene-5,6,9,10-tetrahydro-4H-isoxazolo[3,4-c]pyrido[4',3':3,4]pyrazolo-[1,5-a]azepine-11(12H)-carboxamide